C(=O)O.ClC=1C=C(C=CC1C(=O)N1CCN(CC1)C(CC1(CCNCC1)O)=O)NC(=O)C=1N(C(=CN1)C1=C(C(=C(C=C1)OCC)F)F)C N-[3-chloro-4-[4-[2-(4-hydroxy-4-piperidyl)acetyl]piperazine-1-carbonyl]phenyl]-5-(4-ethoxy-2,3-difluoro-phenyl)-1-methyl-imidazole-2-carboxamide formate